(1S,2R,3R,5R)-3-(((3-((4-(benzyloxy)benzyl)amino)propyl)amino)methyl)-5-(4-(methylamino)-7H-pyrrolo[2,3-d]pyrimidin-7-yl)cyclopentane-1,2-diol C(C1=CC=CC=C1)OC1=CC=C(CNCCCNC[C@@H]2[C@H]([C@H]([C@@H](C2)N2C=CC3=C2N=CN=C3NC)O)O)C=C1